(R)-(4-(Azetidin-1-yl)-2-methyl-5,7-dihydro-6H-pyrrolo[3,4-d]pyrimidin-6-yl)(1-(2-(difluoromethoxy)pyridin-4-yl)pyrrolidin-3-yl)-methanone N1(CCC1)C=1C2=C(N=C(N1)C)CN(C2)C(=O)[C@H]2CN(CC2)C2=CC(=NC=C2)OC(F)F